(Z)-1-(2-cyano-4-(1-(5-(trifluoromethoxy)pyridin-2-yl)-1H-1,2,4-triazol-3-yl)phenyl)-3-(3-(5-(dimethylamino)-2-isopropylphenyl)-4-oxothiazolidin-2-ylidene)urea C(#N)C1=C(C=CC(=C1)C1=NN(C=N1)C1=NC=C(C=C1)OC(F)(F)F)NC(=O)\N=C\1/SCC(N1C1=C(C=CC(=C1)N(C)C)C(C)C)=O